ethyl 8-hydroxy-4,5-dihydronaphtho[2,1-d]isoxazole-3-carboxylate OC1=CC=C2CCC=3C(=NOC3C2=C1)C(=O)OCC